6-(1-oxo-1,2,3,4-tetrahydroisoquinolin-2-yl)pyridine-3-carboxylic acid O=C1N(CCC2=CC=CC=C12)C1=CC=C(C=N1)C(=O)O